Methyl-rel-(2R,4R)-4-[[(5S)-3-(3,5-difluorophenyl)-5-vinyl-4H-isoxazol-5-carbonyl]amino]tetrahydrofuran-2-carboxylat COC(=O)[C@@H]1OC[C@@H](C1)NC(=O)[C@]1(CC(=NO1)C1=CC(=CC(=C1)F)F)C=C |o1:4,7|